(2S,3S,4R,5R)-5-(2-(5-fluoropyridin-3-yl)-6-((pyridin-2-ylmethyl)amino)-9H-purin-9-yl)-3,4-dihydroxyl-N-methyl-tetrahydrothiophen-2-formamide FC=1C=C(C=NC1)C1=NC(=C2N=CN(C2=N1)[C@H]1[C@@H]([C@@H]([C@H](S1)C(=O)NC)O)O)NCC1=NC=CC=C1